N-(2-(3-methoxythiophen-2-yl)benzyl)-2-(9-(pyridin-2-yl)-6-oxaspiro[4.5]decan-9-yl)ethylamine COC1=C(SC=C1)C1=C(CNCCC2(CCOC3(CCCC3)C2)C2=NC=CC=C2)C=CC=C1